ClC1=NN(C2=CC=C(C=C12)C(=O)N(C)C1COCC=2NC(C=3C=C(C(=CC3C21)F)F)=O)C(F)F 3-chloro-N-(8,9-difluoro-6-oxo-1,4,5,6-tetrahydro-2H-pyrano[3,4-c]isoquinolin-1-yl)-1-(difluoromethyl)-N-methyl-1H-indazole-5-carboxamide